5-(3-chloropiperazin-1-yl)-8-methyl-2,3-dihydro-1,4-benzodioxine ClC1CN(CCN1)C1=CC=C(C=2OCCOC21)C